COC(C(C(C)(C)C)N1CC2=CC=CC=C2C1=O)=O 2-(1-methoxy-3,3-dimethyl-1-oxobutan-2-yl)-3-oxoisoindole